tert-Butyl (5s)-5-methyl-1,2,6-triazaspiro[2.5]oct-1-ene-6-carboxylate C[C@H]1CC2(N=N2)CCN1C(=O)OC(C)(C)C